FC1=C(C=CC=C1)C1N=C(C=2N(C1)C=CC2)C2=CC(=C(C(=C2)OC)OC)OC (2-fluorophenyl)-1-(3,4,5-trimethoxyphenyl)-3,4-dihydropyrrolo[1,2-a]pyrazine